CC=1C=NNC1 4-methylpyrazole